diethyl ((1-(((3-((4-cyanobenzyl)carbamoyl)-1-methyl-2-oxo-1,2-dihydro-1,7-naphthyridin-8-yl)oxy)methyl)cyclopropyl)sulfonyl)carbonimidate C(#N)C1=CC=C(CNC(=O)C=2C(N(C3=C(N=CC=C3C2)OCC2(CC2)S(=O)(=O)N=C(OCC)OCC)C)=O)C=C1